CN(C(=O)[C@H]1CN(CC[C@@H]1NC(=O)C1=NOC(=C1)C1=C(C=C(C=C1)F)F)CC1(CC1)C)C (3S,4S)-4-{[5-(2,4-difluoro-phenyl)-isoxazole-3-carbonyl]-amino}-1-(1-methyl-cyclopropylmethyl)-piperidine-3-carboxylic acid dimethylamide